N=1SN=C2C1C=NN=C2 1,2,5-thiadiazolo[3,4-d]pyridazine